C[C@@H]1CN(C[C@H]2N1CCN(C2)CCC2=CC=C(C=C2)N2CC1(C2)OCCNC1)C1=C2C=CC=NC2=C(C=C1)C#N 5-[(4R,9aS)-4-methyl-8-[2-[4-(5-oxa-2,8-diazaspiro[3.5]nonan-2-yl)phenyl]ethyl]-3,4,6,7,9,9a-hexahydro-1H-pyrazino[1,2-a]pyrazin-2-yl]quinoline-8-carbonitrile